methyl 4-((tert-butoxycarbonyl)amino)-2-fluoro-5-(4,4,5,5-tetramethyl-1,3,2-dioxaborolan-2-yl)benzoate C(C)(C)(C)OC(=O)NC1=CC(=C(C(=O)OC)C=C1B1OC(C(O1)(C)C)(C)C)F